4-methylbicyclo[2.2.2]oct-2-ene-1-carboxic acid CC12C=CC(CC1)(CC2)C(=O)O